NC1=CC(=C(C=C1)C=1C=NN(C1)C(=O)OC(C)(C)C)C[S@](=O)C |r| (±)-tert-butyl 4-(4-amino-2-((methylsulfinyl)methyl)phenyl)-1H-pyrazole-1-carboxylate